C12N(CC(NC1)CC2)CC2=C1CN(CC1=CC=C2)C2C(NC(CC2)=O)=O 4-((2,5-diazabicyclo[2.2.2]octan-2-yl)methyl)-2-(2,6-dioxopiperidin-3-yl)isoindoline